biphenyl-2-yl-(biphenyl-4-yl)(4-chlorophenyl)amine C1(=C(C=CC=C1)N(C1=CC=C(C=C1)Cl)C1=CC=C(C=C1)C1=CC=CC=C1)C1=CC=CC=C1